3-methyl-4-((5-(4-(4-methyl-1H-pyrazol-1-yl)phenyl)-1H-pyrazol-3-yl)amino)phenol CC=1C=C(C=CC1NC1=NNC(=C1)C1=CC=C(C=C1)N1N=CC(=C1)C)O